CC1=CC=CC=C1OCC(CO)O The molecule is a glycerol ether in which a single 2-methylphenyl group is attached at position 1 of glycerol via an ether linkage. It is an aromatic ether and a glycerol ether. It derives from an o-cresol.